BrC1=CC=C(C2=C1NC=N2)C(=O)N2CCC=1N(N=C3[C@H](CN(C[C@H]2C13)C(C=C)=O)C)C1=C(C=C(C=C1)C(C)C)O 1-((5aR,9S)-5-(7-bromo-1H-benzo[d]imidazole-4-carbonyl)-2-(2-hydroxy-4-isopropylphenyl)-9-methyl-2,3,4,5,5a,6,8,9-octahydro-7H-1,2,5,7-tetraazabenzo[cd]azulen-7-yl)prop-2-en-1-one